ClC=1C2=C(C(N(C1)C1=CC(=CC=C1)C1(CC(C1)CC(F)F)C1=NN=CN1C)=O)NC(=C2)CN2C[C@H](CCC2)C 4-Chloro-6-(3-((1s,3R)-3-(2,2-difluoroethyl)-1-(4-methyl-4H-1,2,4-triazol-3-yl)cyclobutyl)phenyl)-2-(((S)-3-methylpiperidin-1-yl)methyl)-1,6-dihydro-7H-pyrrolo[2,3-c]pyridin-7-one